FC=1C=C2N(CCN(C2=CC1)C(=O)N[C@H]1CN(CC1)CC(C)C)C1=CC=C(C=C1)F (R)-6-fluoro-4-(4-fluorophenyl)-N-(1-isobutylpyrrolidin-3-yl)-3,4-dihydroquinoxaline-1(2H)-carboxamide